BrC=1C=C(C=O)C=C(C1)OC(F)(F)F 3-bromo-5-(trifluoromethoxy)benzaldehyde